COC(=O)C=1N=C(SC1C(C)C)C1=CC(=CC=C1)C1=NOC(=C1)[C@]1(C(N(CC1)C)=O)O (R)-2-(3-(5-(3-hydroxy-1-methyl-2-oxopyrrolidin-3-yl)isoxazol-3-yl)phenyl)-5-isopropylthiazole-4-carboxylic acid methyl ester